2,4-diamino-6-benzyloxy-5-nitropyrimidine NC1=NC(=C(C(=N1)N)[N+](=O)[O-])OCC1=CC=CC=C1